FC=1C(NC(N(C1)[C@H]1C[C@@H]([C@H](O1)[C@@H](CO)O[P@](=O)(OC1=CC=CC=C1)N[C@@H](C)C(=O)OC(C)C)O)=O)=O isopropyl ((S)-((R)-1-((2S,3S,5R)-5-(5-fluoro-2,4-dioxo-3,4-dihydropyrimidin-1(2H)-yl)-3-hydroxytetrahydrofuran-2-yl)-2-hydroxyethoxy)(phenoxy)phosphoryl)-L-alaninate